4-(6-(4-benzylpiperazin-1-yl)pyridin-3-yl)-6-(3-methylisoxazol-5-yl)pyrazolo[1,5-a]pyridine-3-carbonitrile C(C1=CC=CC=C1)N1CCN(CC1)C1=CC=C(C=N1)C=1C=2N(C=C(C1)C1=CC(=NO1)C)N=CC2C#N